N-(6-(5-ethyl-6,7-difluoro-1H-indazol-4-yl)imidazo[1,2-a]pyridin-2-yl)-2-fluorocyclopropane-1-carboxamide C(C)C=1C(=C2C=NNC2=C(C1F)F)C=1C=CC=2N(C1)C=C(N2)NC(=O)C2C(C2)F